(R)-7-((6-((dimethyl-amino)methyl)-5-(2-(2-hydroxypropan-2-yl)morpholino)pyridin-2-yl)amino)-4-(1-methyl-1H-pyrrolo[2,3-b]pyridin-4-yl)-2,3-dihydro-1H-pyrrolo[3,4-c]pyridin-1-one CN(C)CC1=C(C=CC(=N1)NC=1C2=C(C(=NC1)C1=C3C(=NC=C1)N(C=C3)C)CNC2=O)N2C[C@@H](OCC2)C(C)(C)O